C1(OC(CCCCO1)C)=O methylpentamethylene carbonate